[N+](=O)([O-])C1=CC=C(C=C1)N1CCN(CC1)C1CCC2(CCN(C2)C2=CC=C3CN(C(C3=C2)=O)C2C(NC(CC2)=O)=O)CC1 3-(6-(8-(4-(4-nitrophenyl)piperazin-1-yl)-2-azaspiro[4.5]decan-2-yl)-1-oxoisoindolin-2-yl)piperidine-2,6-dione